tetrathiophosphoric acid triethylamine salt C(C)N(CC)CC.P(S)(S)(S)=S